COC1=CC=C(C=C1)CC(C=O)C 3-(4-methoxyphenyl)-2-methylpropanaldehyde